(R)-N-((6-chloro-3-((1-(2-(5-fluoroisoindolin-2-yl)-3,6-dimethyl-4-oxo-3,4-dihydroquinazolin-8-yl)ethyl)amino)pyridin-2-yl)sulfonyl)cyclopropanecarboxamide ClC1=CC=C(C(=N1)S(=O)(=O)NC(=O)C1CC1)N[C@H](C)C=1C=C(C=C2C(N(C(=NC12)N1CC2=CC=C(C=C2C1)F)C)=O)C